S-Phenyl-S-(2-hydroxyethyl)sulfoximine C1(=CC=CC=C1)S(=O)(=N)CCO